C(C)(C)(C)OC(=O)N1C[C@@H](N(CC1)C=1C2=C(N=CN1)N(C=C2B2OC(C(O2)(C)C)(C)C)S(=O)(=O)C2=CC=C(C)C=C2)C.COC2=CC=C(C=C2)S(=O)(=O)ON2C(C=CC2=O)=O N-(p-methoxyphenyl)sulfonyloxy-maleimide tert-Butyl-(S)-3-methyl-4-(5-(4,4,5,5-tetramethyl-1,3,2-dioxaborolan-2-yl)-7-tosyl-7H-pyrrolo[2,3-d]pyrimidin-4-yl)piperazine-1-carboxylate